C1(CCCCC1)C(=O)N1CC(CC2=CC=CC=C12)NC(C=C)=O N-(1-(cyclohexanecarbonyl)-1,2,3,4-tetrahydroquinolin-3-yl)acrylamide